4-[1-isopropyl-4-(trifluoromethyl)imidazol-2-yl]benzoic acid C(C)(C)N1C(=NC(=C1)C(F)(F)F)C1=CC=C(C(=O)O)C=C1